2-chloro-6-fluoro-4-(4,4,5,5-tetramethyl-1,3,2-dioxaborolan-2-yl)pyridine ClC1=NC(=CC(=C1)B1OC(C(O1)(C)C)(C)C)F